3-(4-Chlorophenyl)-1-(2,4,6-trihydroxyphenyl)prop-2-en-1-one ClC1=CC=C(C=C1)C=CC(=O)C1=C(C=C(C=C1O)O)O